O=C1N(CCC(N1)=O)N1C(C2=CC=C(C=C2C1=O)CN1CCN(CC1)C=1C(=CC2=C(C(C=3NC4=CC(=CC=C4C3C2=O)C#N)(C)C)C1)CC)=O 8-(4-((2-(2,4-dioxotetrahydropyrimidin-1(2H)-yl)-1,3-dioxoisoindolin-5-yl)methyl)piperazin-1-yl)-9-ethyl-6,6-dimethyl-11-oxo-6,11-dihydro-5H-benzo[b]carbazole-3-carbonitrile